2-[[(2S,3R)-3-(tert-butoxycarbonylamino)-2-hydroxy-4-phenyl-butanoyl]amino]-3-(4-methoxyphenyl)propanoic acid C(C)(C)(C)OC(=O)N[C@@H]([C@@H](C(=O)NC(C(=O)O)CC1=CC=C(C=C1)OC)O)CC1=CC=CC=C1